C(=O)C=1C=CC(=C(CSC2=C(C(=O)O)C=CC=N2)C1)OC 2-[(5-FORMYL-2-METHOXYBENZYL)THIO]NICOTINIC ACID